COC(=O)[C@H]1NC[C@@H](C1)O (2s,4r)-4-hydroxy-pyrrolidine-2-carboxylic acid methyl ester